C1(CC1)[C@H]1C[C@@]2(N([C@H](C1)C2)C(=O)NC2=C(C=C(C(=C2)C2=NC=C(C=N2)F)C(F)(F)F)F)C=2OC(=NN2)C (1S,3R,5R)-3-cyclopropyl-N-(2-fluoro-5-(5-fluoropyrimidin-2-yl)-4-(trifluoromethyl)phenyl)-1-(5-methyl-1,3,4-oxadiazol-2-yl)-6-azabicyclo[3.1.1]heptane-6-carboxamide